6-[2-METHOXY-5-(4,4,5,5-TETRAMETHYL-1,3,2-DIOXABOROLAN-2-YL)-4-(TRIFLUOROMETHOXY)PHENYL]-4-METHYLPHTHALAZIN-1-AMINE TRIFLUOROACETIC ACID SALT FC(C(=O)O)(F)F.COC1=C(C=C(C(=C1)OC(F)(F)F)B1OC(C(O1)(C)C)(C)C)C=1C=C2C(=NN=C(C2=CC1)N)C